NC=1C(=CC(=C(C1)NC=1N=CC2=C(N1)N(C(C(=C2)OC2=C(C=C(C=C2)F)F)=O)C)OC)N2C[C@@H]1CN(C[C@@H]1C2)C 2-((5-amino-2-methoxy-4-((3aR,6aS)-5-methylhexahydropyrrolo[3,4-c]pyrrol-2(1H)-yl)phenyl)amino)-6-(2,4-difluorophenoxy)-8-methylpyrido[2,3-d]pyrimidin-7(8H)-one